N2-methyl-L-glutamine CN[C@@H](CCC(=O)N)C(=O)O